(3S,6S,9S,12S,15S)-3-((4-aminobutoxy)methyl)-6-(aminomethyl)-15,16-dibutyl-9-cyclohexyl-12-isobutyl-13-methyl-1,4,7,10,13,16-hexaazacyclooctadecane-2,5,8,11,14-pentaone NCCCCOC[C@H]1C(NCCN([C@H](C(N([C@H](C(N[C@H](C(N[C@H](C(N1)=O)CN)=O)C1CCCCC1)=O)CC(C)C)C)=O)CCCC)CCCC)=O